N1(CCC[C@H]2CCCC[C@H]12)C([C@@H](CNC1CC2(COC2)C1)N(CC1=C(C=C(C=C1)OC)OC)C1CC1)=O (2R)-1-[(4aR,8aS)-decahydroquinolin-1-yl]-2-{cyclopropyl[(2,4-dimethoxyphenyl)methyl]amino}-3-({2-oxaspiro[3.3]heptan-6-yl}amino)propan-1-one